C(#N)C=1C(=NC(=C(C1CC)C#N)N(C)CC(=O)N1C[C@@H](C[C@@H](C1)O)O)SC(C(=O)N)C1=CC=CC=C1 2-((3,5-dicyano-6-((2-((3R,5S)-3,5-dihydroxypiperidin-1-yl)-2-oxoethyl)(methyl)amino)-4-ethylpyridin-2-yl)thio)-2-phenylacetamide